C(C)(C)(C)OC(=O)N1CC(CC1)C(C(=O)OC)C.ClC1=C(C=C(C(=C1)F)[N+](=O)[O-])C(Cl)(Cl)Cl 2-chloro-4-fluoro-5-nitrotrichloromethyl-benzene tert-Butyl-3-(2-methoxy-1-methyl-2-oxo-ethyl)pyrrolidine-1-carboxylate